2-Amino-N-((1,8-dichloro-5-(pyrrolidin-1-yl)imidazo[1,5-a]pyridin-6-yl)methyl)pyrazolo[1,5-a]pyrimidine-3-carboxamide NC1=NN2C(N=CC=C2)=C1C(=O)NCC=1C=C(C=2N(C1N1CCCC1)C=NC2Cl)Cl